5-bromo-6-fluoro-2,3-dihydrobenzo[d]isothiazol 1,1-dioxide BrC=1C(=CC2=C(CNS2(=O)=O)C1)F